COC(=O)C=1N=C(C=2N(C1)C=C(N2)C2CC2)OCC2=CC=CC=C2 8-(benzyloxy)-2-cyclopropyl-imidazo[1,2-a]Pyrazine-6-carboxylic acid methyl ester